tert-butyl 4-((1-methoxyisoquinolin-5-yl)sulfonyl)piperazine-1-carboxylate COC1=NC=CC2=C(C=CC=C12)S(=O)(=O)N1CCN(CC1)C(=O)OC(C)(C)C